NC(C(=O)O)(CCCCB(O)O)CCCN1CC(CC1)NC(=O)NC1=CC(=C(C=C1)Cl)Cl 2-amino-6-borono-2-(3-(3-(3-(3,4-dichlorophenyl)ureido)pyrrolidin-1-yl)propyl)hexanoic acid